COC1=C(C=C2C(=N1)C=1NC(C(=CC1C1(O2)CCCC1)C(=O)O)=O)OCCCOC 2'-Methoxy-3'-(3-methoxypropoxy)-9'-oxo-9',10'-dihydrospiro[cyclopentane-1,6'-pyrano[3,2-b:4,5-b']dipyridine]-8'-carboxylic acid